CCS(=O)(C)=NC1=NC(=CC=C1)N1C(=CC2=C1N=C(N=C2)Cl)C2CC2 methyl-((6-(2-chloro-6-cyclopropyl-7H-pyrrolo[2,3-d]pyrimidin-7-yl)pyridin-2-yl)imino)dimethyl-λ6-sulfanone